1-[1-(trifluoromethyl)cyclopropanecarbonyl]pyrrolidine-2-carboxamide FC(C1(CC1)C(=O)N1C(CCC1)C(=O)N)(F)F